N-(2-(2-(diisopropylamino)ethoxy)-5-(4-(4-((6-(trifluoromethyl)pyridazin-3-yl)oxy)phenyl)-piperidine-1-carbonyl)pyridin-3-yl)-1-phenylmethanesulfonamide C(C)(C)N(CCOC1=NC=C(C=C1NS(=O)(=O)CC1=CC=CC=C1)C(=O)N1CCC(CC1)C1=CC=C(C=C1)OC=1N=NC(=CC1)C(F)(F)F)C(C)C